FC(OC1=C(C(=C(C=C1)C1=CN=C2N1C=CN=C2NC2=CC(=C(C(=O)N1CCC(CC1)C(=O)NCC1CNCC1)C=C2)CC)F)F)F 1-(4-((3-(4-(difluoromethoxy)-2,3-difluorophenyl)imidazo[1,2-a]pyrazin-8-yl)amino)-2-ethylbenzoyl)-N-(pyrrolidin-3-ylmethyl)piperidine-4-carboxamide